C(C)C1=C(C(=CC(=C1)C)CC)CC(=O)O 2,6-diethyl-4-methylphenylacetic acid